C(C)(C)(C)OC(=O)NCCC=1C(=NN(C1C(=O)OC)CC1=C(C=C(C=C1)OC)OC)CC methyl 4-(2-((tert-butoxycarbonyl) amino) ethyl)-1-(2,4-dimethoxybenzyl)-3-ethyl-1H-pyrazole-5-carboxylate